N[C@@H](C(=O)O)CCCCN1N=NC(=C1)COCC(COC(CO)CO)COC(CO)CO (R)-2-amino-6-(4-((3-((1,3-dihydroxypropan-2-yl)oxy)-2-(((1,3-dihydroxypropan-2-yl)oxy)methyl)propoxy)methyl)-1H-1,2,3-triazol-1-yl)hexanoic acid